C(C)(C)(C)OC(=O)N1CCN(CC1)C(\C=C\C1=CC2=C(OC(O2)(F)F)C=C1)=O 4-[(2E)-3-(2,2-difluoro-2H-1,3-benzodioxol-5-yl)prop-2-enoyl]piperazine-1-carboxylic acid tert-butyl ester